C(CCC)OCC1(CCCC1)CN(C1=C2C(=NC(=C1)C1=CC(=CC(=C1)C(F)(F)F)F)N=C(N2)C=2N=CC(=NC2)N2CCN(CC2)CCC(=O)OCC)C Ethyl 3-[4-(5-(7-[{[1-(butoxymethyl)cyclopentyl]methyl}(methyl)amino]-5-[3-fluoro-5-(trifluoromethyl)phenyl]-1H-imidazo[4,5-b]pyridin-2-yl)pyrazin-2-yl)piperazin-1-yl]propanoate